(S)-2-(N-(4-amino-5-benzoyl-thiazol-2-yl)-3-fluoro-anilino)propanamide NC=1N=C(SC1C(C1=CC=CC=C1)=O)N(C1=CC(=CC=C1)F)[C@H](C(=O)N)C